FC=1C(=CC=2C3=C(NC(C2C1)=O)COC[C@@H]3N(C(=O)NC3=CC(=C(C=C3)F)F)C)F (R)-1-(8,9-difluoro-6-oxo-1,4,5,6-tetrahydro-2H-pyrano[3,4-c]isoquinolin-1-yl)-3-(3,4-difluorophenyl)-1-methylurea